[I-].FC(CCC[N+](CC)(CC)CC)(C(C(C(C(C(C(C(F)(F)F)(F)F)(F)F)(F)F)(F)F)(F)F)(F)F)F 4,4,5,5,6,6,7,7,8,8,9,9,10,10,11,11,11-heptadecafluoroundecyltriethylammonium iodide